C(C)(C)N1C(CCC1)=O 1-isopropylpyrrolidin-2-one